N1CC(C1)CCC[C@@]12C(CC[C@H]1[C@@H]1C([C@@H](C3CCCC[C@]3(C)[C@H]1CC2)CO)=O)=O [2-(azetidine-3-yl)ethyl]-6alpha-hydroxymethylandrostane-7,17-dione